1-methyl-2-oxo-3H-1,3-benzodiazole-5-carboxylic acid CN1C(NC2=C1C=CC(=C2)C(=O)O)=O